2-(3,6-dimethoxynaphthalen-2-yl)-5-methyloctahydropyrrolo[3,4-c]pyrrole COC=1C(=CC2=CC=C(C=C2C1)OC)N1CC2CN(CC2C1)C